2-formyl-4-methylpentanenitrile C(=O)C(C#N)CC(C)C